C1(=CC=CC=C1)C[SiH2]OCC1=C(C(=CC=C1)C(C)C)OC phenylmethyl-(3-isopropyl-2-methoxyphenyl)methoxysilane